2-((5-(methyl-d3)-2-(4-(trifluoromethyl)phenyl)-1H-imidazol-1-yl)methyl)phenol C(C1=CN=C(N1CC1=C(C=CC=C1)O)C1=CC=C(C=C1)C(F)(F)F)([2H])([2H])[2H]